sulfur hexadecene C=CCCCCCCCCCCCCCC.[S]